COC1=C(C=C2C(=N1)SCC2(C)C)C=2CCN(CC2)C(=O)OC(C)(C)C tert-butyl 4-(6-methoxy-3,3-dimethyl-2,3-dihydrothieno[2,3-b]pyridin-5-yl)-3,6-dihydropyridine-1(2H)-carboxylate